Ethyl-thio-Tetrazole C(C)SC1=NN=NN1